6-morpholinobenzo[b]thiophene-2-carboxylic acid ethyl ester C(C)OC(=O)C1=CC2=C(S1)C=C(C=C2)N2CCOCC2